[9-benzyl-5-carbamoyl-1-methylcarbazol-4-yl]oxyacetic acid C(C1=CC=CC=C1)N1C2=CC=CC(=C2C=2C(=CC=C(C12)C)OCC(=O)O)C(N)=O